1-{3-[(4-Fluoro-1H-pyrazol-1-yl)methyl]-4-phenoxyphenyl}-3-phenyl-1,3,5-triazinan-2,4,6-trion FC=1C=NN(C1)CC=1C=C(C=CC1OC1=CC=CC=C1)N1C(N(C(NC1=O)=O)C1=CC=CC=C1)=O